N-{[4-({2-[4,7,10-tris(2-tert-butoxy-2-oxoethyl)-1,4,7,10-tetraazacyclododecan-1-yl]acetamido}methyl)phenyl]carbamoyl}-L-methionyl-N1-(2-aminoethyl)-L-isoleucinamide C(C)(C)(C)OC(CN1CCN(CCN(CCN(CC1)CC(OC(C)(C)C)=O)CC(OC(C)(C)C)=O)CC(=O)NCC1=CC=C(C=C1)NC(=O)N[C@@H](CCSC)C(=O)N[C@@H]([C@@H](C)CC)C(=O)NCCN)=O